N1(CCCCC1)CCN1C(SC2=C1C=C(C=C2)NC(=O)NC2=CC=C(C=C2)Cl)N 1-{N-[2-(1-piperidinyl)ethyl]-2-aminobenzo[d]thiazol-5-yl}-3-(4-chlorophenyl)urea